ClC=1C=CC=C(C1OC=1C=C2CCN(C(C2=CC1)=O)CC)Cl 3,5-dichloro-4-((2-ethyl-1-oxo-1,2,3,4-tetrahydroisoquinolin-6-yl)oxy)benzene